C1(CC1)C=1C=CC=2N(C1)C=C(N2)CNC2=NC=NC(=C2)NOC N-((6-cyclopropylimidazo[1,2-a]pyridin-2-yl)methyl)-6-(methoxyamino)pyrimidin-4-amine